BrC1=CC=C2C(C(COC2=C1)(O)CCC1(COC2=CC(=CC=C2C1=O)Br)CC1COC2=CC(=CC=C2C1=O)Br)=O 7-Bromo-3-(2-(7-bromo-3-((7-bromo-4-oxochroman-3-yl)methyl)-4-oxochroman-3-yl)ethyl)-3-hydroxychroman-4-one